N-(2-(4-methoxy-1H-indol-3-yl)ethyl)-N-methylpropan-2-amine COC1=C2C(=CNC2=CC=C1)CCN(C(C)C)C